2-(Pyridine-3-carbonylamino)ethyl 3-[[6-cyano-5-(trifluoromethyl)-pyridin-3-yl]amino]-2-hydroxy-2-methyl-3-oxo-propanoate C(#N)C1=C(C=C(C=N1)NC(C(C(=O)OCCNC(=O)C=1C=NC=CC1)(C)O)=O)C(F)(F)F